COC(=O)N1C(C(NCC1)C1(CC1)C(=O)OC)C(C)(C)C tert-butyl-3-(1-methoxycarbonylcyclopropyl)piperazine-1-carboxylic acid methyl ester